COC(C1=CC(=C(C=C1)/C(/N)=N/O)Br)=O 3-bromo-4-[(Z)-N'-hydroxycarbamimidoyl]benzoic acid methyl ester